(3R,4R)-1-(1H-benzo[d]imidazol-5-yl)-3-cyclopropyl-4-(6-(3,3-difluoropropoxy)pyridin-3-yl)azetidin-2-one N1C=NC2=C1C=CC(=C2)N2C([C@@H]([C@@H]2C=2C=NC(=CC2)OCCC(F)F)C2CC2)=O